6-(2-(4-ethylpiperazin-1-yl)ethyl)thieno[2,3-b]pyridine-2-carboxylic acid C(C)N1CCN(CC1)CCC1=CC=C2C(=N1)SC(=C2)C(=O)O